NCC(COC1=CC=C(C=C1)C(C)(C)C1=CC(=C(C(=C1)Cl)OCC(CCl)O)Cl)O 1-amino-3-(4-(2-(3,5-dichloro-4-(3-chloro-2-hydroxypropoxy)phenyl)propan-2-yl)phenoxy)propan-2-ol